[OH-].[OH-].C(CC(C)C)O.[Ti+4] titanium (IV) monoisoamyl alcohol dihydroxide